C(C)(=O)C=1C(=NC(=CC1)N1C=NC2=C1C=C(C(=C2)N2CCN(CC2)C2COC2)Br)N2N=C(C=C2C)C#N 1-[3-acetyl-6-[6-bromo-5-[4-(oxetan-3-yl)piperazin-1-yl]benzimidazol-1-yl]-2-pyridyl]-5-methyl-pyrazole-3-carbonitrile